N,N,N',N''-Tetrakis-phenoxymethyl-[1,3,5]triazin-2,4,6-triamin O(C1=CC=CC=C1)CN(C1=NC(=NC(=N1)NCOC1=CC=CC=C1)NCOC1=CC=CC=C1)COC1=CC=CC=C1